ClC=1C(=NC(=NC1)NC1=C(C=C(C(=C1)C)C=1C[C@@H](N([C@H](C1)C)C1COC1)C)OC(C)C)NC1=C(C=CC=C1)S(=O)(=O)C(C)C 5-chloro-N2-(4-((trans)-2,6-dimethyl-1-(oxetan-3-yl)-1,2,3,6-tetrahydropyridin-4-yl)-2-isopropoxy-5-methyl-phenyl)-N4-(2-(isopropylsulfonyl)phenyl)pyrimidine-2,4-diamine